C(=C)B1OBOBO1 vinyl-boroxine